IC1=C(C2=CC=C3C4=CC=CC=C4C=C(C3=C2C=C1C=O)C=1C2=C3C=C(C=CC3=CC=C2C2=CC=CC=C2C1)C=O)I diiodo-[5,5'-bichrysene]-3,3'-dicarboxaldehyde